bis(tetrabutylphosphonium) dihydrogen pyromellitate C(C=1C(C(=O)[O-])=CC(C(=O)[O-])=C(C(=O)O)C1)(=O)O.C(CCC)[P+](CCCC)(CCCC)CCCC.C(CCC)[P+](CCCC)(CCCC)CCCC